C(C)(C)(C)OC(=O)N1CC(C1)OC1=NC=C(C=C1)C#C[Si](C)(C)C.CC(C(=O)NC1=C(C=C(C=C1)C(F)(F)F)C=C=C)C 2-methyl-N-(2-(prop-1,2-dien-1-yl)-4-(trifluoromethyl)phenyl)propanamide tert-Butyl-3-((5-((trimethylsilyl)ethynyl)pyridin-2-yl)oxy)azetidin-1-carboxylate